7-bromo-3-butyl-8-methoxy-5-phenyl-3,4-dihydro-2H-1lambda6,5-benzothiazepine-1,1-dione BrC=1C(=CC2=C(N(CC(CS2(=O)=O)CCCC)C2=CC=CC=C2)C1)OC